OC=1C2=C(N=C(N1)NC(OC)=O)C(=NN2)I methyl (7-hydroxy-3-iodo-1H-pyrazolo[4,3-d]pyrimidin-5-yl)carbamate